NC1=C(C(=C(C=C1)[C@@H]([C@H](C(=O)N1CCN(CC1)C)NC(CC)=O)C)Cl)F N-[(2R,3S)-3-(4-amino-2-chloro-3-fluorophenyl)-1-(4-methylpiperazin-1-yl)-1-oxobutan-2-yl]propanamide